1-Acetyl-1-(1-methylethylsulfonyl)diazomethan C(C)(=O)C(S(=O)(=O)C(C)C)=[N+]=[N-]